tert-Butyl 10,12-dioxo-8-oxa-2,11-diazaspiro[5.6]dodecane-2-carboxylate O=C1COCC2(CCCN(C2)C(=O)OC(C)(C)C)C(N1)=O